1-(methoxymethyl)-5-nitro-1H-indole-2-carboxylic acid ethyl ester C(C)OC(=O)C=1N(C2=CC=C(C=C2C1)[N+](=O)[O-])COC